N-(4-sec-butylphenyl)-diphenylamine C(C)(CC)C1=CC=C(C=C1)N(C1=CC=CC=C1)C1=CC=CC=C1